[N+](=O)(O)[O-].C(CCCCCCCCCCCCCCCCC)(=O)NCCCC(CN(C)C)O stearamidopropyl-dimethyl-β-hydroxyethyl-amine nitrate